Cl.OC1=C(OC2=C(C(=CC=C2C1=O)O)OC)C1=CC=C(C=C1)CCCCN1CCCCC1 3,7-Dihydroxy-8-methoxy-2-(4-(4-(piperidin-1-yl)butyl)phenyl)-4H-chromen-4-one hydrochloride